butyl-γ-aminobutyric acid C(CCC)C(C(=O)O)CCN